2,2',2''-(10-(2-(2,5-dioxopyrrolidin-1-yl)-2-oxoethyl)-1,4,7,10-tetraazacyclododecane-1,4,7-triyl)triacetic acid O=C1N(C(CC1)=O)C(CN1CCN(CCN(CCN(CC1)CC(=O)O)CC(=O)O)CC(=O)O)=O